Rac-(2s,4r)-2-(3-chlorophenyl)-4-methyl-N-((E)-3-(methylsulfonyl)allyl)piperidine-1-carboxamide ClC=1C=C(C=CC1)[C@H]1N(CC[C@H](C1)C)C(=O)NC\C=C\S(=O)(=O)C |r|